3-((5-(1-aminocyclopropyl)-1-(3-(methylsulfonyl)propyl)-1H-indol-2-yl)methyl)-5-fluoro-1-(2,2,2-trifluoroethyl)-1,3-dihydro-2H-benzo[d]imidazol-2-one NC1(CC1)C=1C=C2C=C(N(C2=CC1)CCCS(=O)(=O)C)CN1C(N(C2=C1C=C(C=C2)F)CC(F)(F)F)=O